C1(=CC=C(C=C1)C(CCC(=O)OC(C1=CC=CC=C1)C=1N(C=2CC(CC(C2C1)=O)(C)C)C1=CC=CC=C1)=O)C1=CC=CC=C1 (6,6-dimethyl-4-oxo-1-phenyl-4,5,6,7-tetrahydro-1H-indol-2-yl)(phenyl)methyl 4-([1,1'-biphenyl]-4-yl)-4-oxobutanoate